ClC1=CC=C(C=C1)C1(CC(C1)OC=1N=CC(=NC1)C1=CC(=NO1)O)C 5-(5-{[3-(4-chlorophenyl)-3-methylcyclobutyl]oxy}pyrazin-2-yl)isoxazol-3-ol